OC1C=2C=CC=NC2OC2=CC=C(C=C12)[C@@H](C(=O)OC[C@H]1N(C2(CC2)CC1)C)C (S)-(4-methyl-l-4-azaspiro[2.4]heptan-5-yl)methanol (10-hydroxy-9-oxa-1-azaanthracene-6-yl)propionate